CC=1N=CSC1C1=CC=C(C=C1)[C@H](C)NC(=O)C1NCCC1 N-[(1S)-1-[4-(4-methylthiazol-5-yl)phenyl]ethyl]pyrrolidine-2-carboxamide